2-fluoro-1-[(3S)-3-{[6-methyl-5-(1-methyl-1H-imidazol-4-yl)pyridin-2-yl]amino}pyrrolidin-1-yl]-2-phenylethan-1-one FC(C(=O)N1C[C@H](CC1)NC1=NC(=C(C=C1)C=1N=CN(C1)C)C)C1=CC=CC=C1